Cl.Cl.CC=1C(=C(C=2C(N1)=NON2)N)CN2CCNCC2 5-methyl-6-[(piperazin-1-yl)methyl]-[1,2,5]oxadiazolo[3,4-b]pyridin-7-amine dihydrochloride